C(C)N1C(=C(C2=CC(=CC=C12)B1OC(C(O1)(C)C)(C)C)CC(CO)(C)C)C=1C(=NC=C(C1)N1CCN(CC1)C)[C@H](C)OC (S)-3-(1-ethyl-2-(2-(1-methoxyethyl)-5-(4-methylpiperazin-1-yl)pyridin-3-yl)-5-(4,4,5,5-tetramethyl-1,3,2-dioxaborolan-2-yl)-1H-indol-3-yl)-2,2-dimethylpropan-1-ol